C(=O)=C([C@H](CC1=C(C=CC=C1)F)NC(=O)C=1NC2=CC=CC=C2C1)N[C@H](C=C=O)C[C@H]1C(NCC1)=C=O N-{(S)-1-carbonyl-1-{{(S)-1-carbonyl-3-[(S)-2-carbonylpyrrolidin-3-yl]propan-2-yl}amino}-3-2-fluorophenylpropan-2-yl}-1H-indole-2-carboxamide